C(=O)(OC(C)(C)C)NC(SC)=NC(=O)OC(C)(C)C N,N'-di(Boc)-S-methyl-isothiourea